FC=1C=C2C(=NC1)NC=C2C2CCN(CC2)C(=O)OCCCC butyl 4-(5-fluoro-1H-pyrrolo[2,3-b]pyridin-3-yl)piperidine-1-carboxylate